2,7-dichloro-8-fluoro-4-(5-fluoro-3,6-dihydropyridin-1(2H)-yl)pyrido[4,3-d]pyrimidine ClC=1N=C(C2=C(N1)C(=C(N=C2)Cl)F)N2CCC=C(C2)F